BrC=1C=C(C=CC1)C1(C2=C(NC=3N=CC(=C(C13)I)F)CC(CC2=O)(C)C)C 5-(3-bromophenyl)-3-fluoro-4-iodo-5,8,8-trimethyl-7,8,9,10-tetrahydrobenzo[b][1,8]naphthyridin-6(5H)-one